C1(=CC=CC=C1)CC(=O)NC1C2SCC=C(N2C1)C(=O)O 7-(2-phenylacetamido)-5-thia-1-azabicyclo[4.2.0]oct-2-ene-2-carboxylic acid